NC1=C(C=CC2=C1CCO2)C(=O)O 4-amino-2,3-dihydrobenzofuran-5-carboxylic acid